C12C3CCCC3C(C(C1)OC(C=C)=O)C2 acrylic acid tricyclo[5.2.1.02,6]Decane-8-yl ester